BrC=1N=C(SC1)C1=CC(=CC=C1)N1CCCC1 4-bromo-2-(3-(pyrrolidin-1-yl)phenyl)thiazole